ClC=1C=C(C=CC1Cl)C(CN(C)C)NS(=O)(=O)C1=CC=C(C=C1)OC1=CC(=CC=C1)C(F)(F)F N-(1-(3,4-dichlorophenyl)-2-(dimethylamino)ethyl)-4-(3-(trifluoromethyl)phenoxy)benzenesulfonamide